C1(CC1)CNC(=O)C1=NC=CC=C1 N-(cycloPropylmethyl)pyridinamide